C1(CC1)CN1N=C(C=C1)S(=O)(=O)NC(NC1=C(C(=CC=2CCOC21)C)C2=CC=1N(C=C2)N=CC1)=O 1-(cyclopropylmethyl)-N-((5-methyl-6-(pyrazolo[1,5-a]pyridin-5-yl)-2,3-dihydrobenzofuran-7-yl)carbamoyl)-1H-pyrazole-3-sulfonamide